ClC=1C=C(C=CC1F)N(S(=O)(=O)C1CCN(CC1)C1CN(C1)C(CO)=O)CC1=C(C=C(C=C1)C=1OC(=NN1)C(F)F)F N-(3-chloro-4-fluorophenyl)-N-(4-(5-(difluoromethyl)-1,3,4-oxadiazol-2-yl)-2-fluorobenzyl)-1-(1-(2-hydroxyacetyl)azetidin-3-yl)piperidine-4-sulfonamide